N-[(3',5'-di-tert-butyl)-1,1'-biphenyl-4-yl]-N-(4-cyclohexylphenyl)-9,9-dimethyl-9H-fluoren-2-amine C(C)(C)(C)C=1C=C(C=C(C1)C(C)(C)C)C1=CC=C(C=C1)N(C1=CC=2C(C3=CC=CC=C3C2C=C1)(C)C)C1=CC=C(C=C1)C1CCCCC1